5-[(1S)-1-(4-bromophenoxy)propyl]-2H-1,2,3,4-tetrazole BrC1=CC=C(O[C@@H](CC)C=2N=NNN2)C=C1